(R)-N-(5-(3-chloro-2-(3-methoxy-4-((methylamino)methyl)phenyl)pyridin-4-yl)-1,2,3,4-tetrahydronaphthalen-1-yl)-6-methoxy-5-((methylamino)methyl)-3-(trifluoromethyl)pyridin-2-amine ClC=1C(=NC=CC1C1=C2CCC[C@H](C2=CC=C1)NC1=NC(=C(C=C1C(F)(F)F)CNC)OC)C1=CC(=C(C=C1)CNC)OC